1-[6-(5-bromobenzimidazol-1-yl)-3-(difluoromethyl)-2-pyridyl]-5-methyl-pyrazole-3-carbonitrile BrC1=CC2=C(N(C=N2)C2=CC=C(C(=N2)N2N=C(C=C2C)C#N)C(F)F)C=C1